Cl.FC(C1=NC=CC(=C1)CN)(F)F [2-(Trifluoromethyl)pyridin-4-yl]methanamine, hydrochloride salt